Zinc-Potassium [K].[Zn]